CC1=C(NC(=C1CCC(=O)O)CC2=C(C(=C(N2)/C=C\\3/C(=C(C(=O)N3)C)C=C)C)CCC(=O)O)/C=C/4\\C(=C(C(=O)N4)C=C)C The molecule is a linear tetrapyrrole, product of heme degradation. An isomer of bilirubin. It has a role as a metabolite. It is a member of biladienes and a dicarboxylic acid.